ClC=1C=C(C=CC1F)NC1=NC=NC2=CC(=C(C=C12)NC(C=C)=O)OCCCN1CCN(CC1)CC=1C=C2C(N(C(C2=CC1)=O)C1C(NC(CC1)=O)=O)=O N-(4-((3-chloro-4-fluorophenyl)amino)-7-(3-(4-((2-(2,6-dioxopiperidin-3-yl)-1,3-dioxoisoindolin-5-yl)methyl)piperazin-1-yl)propoxy)quinazolin-6-yl)acrylamide